CC1N(CCCC1)C(=O)O.C(C)OC(\C=C\C1=C(C=NC=C1Br)Br)=O.FC(C1=CC=C(C=N1)OC=1C(=NC=CC1)C=1CCN(CC1)C(C=C)=O)(F)F 1-(3-((6-(trifluoromethyl)pyridin-3-yl)oxy)-3',6'-dihydro-[2,4'-bipyridin]-1'(2'H)-yl)prop-2-en-1-one Ethyl-(E)-3-(3,5-dibromopyridin-4-yl)acrylate 2-methylpiperidine-1-carboxylate